tert-Butyl (2S,4R)-4-(N-(2,2-difluoroethyl)-2,2,2-trifluoroacetamido)-2-(2,5-difluorophenyl)piperidine-1-carboxylate FC(CN(C(C(F)(F)F)=O)[C@H]1C[C@H](N(CC1)C(=O)OC(C)(C)C)C1=C(C=CC(=C1)F)F)F